butyl petroselinate C(CCCC\C=C/CCCCCCCCCCC)(=O)OCCCC